C(CCCCCC(C(=O)N)CC1=CC(=C(C(=C1)C(C)(C)C)O)C(C)(C)C)C(C(=O)N)CC1=CC(=C(C(=C1)C(C)(C)C)O)C(C)(C)C hexane-1,6-diylbis-[3-(3,5-di-tert-butyl-4-hydroxyphenyl)propionamide]